1-(2-methyl-3-nitro-phenyl)ethanone CC1=C(C=CC=C1[N+](=O)[O-])C(C)=O